2-(2-(2-aminoethoxy)ethoxy)-acetic acid NCCOCCOCC(=O)O